4-(4-(6-amino-5-(5-(4-(trifluoromethyl)-thiazol-2-yl)-1,3,4-oxadiazol-2-yl)pyridin-3-yl)-1H-pyrazol-1-yl)piperidine-1-carboxylic acid tert-butyl ester C(C)(C)(C)OC(=O)N1CCC(CC1)N1N=CC(=C1)C=1C=NC(=C(C1)C=1OC(=NN1)C=1SC=C(N1)C(F)(F)F)N